CN(C)CC=1C=C(C=NC1)C=1N(C=CN1)C(=O)NCCC1=CC=CC=C1 (5-((dimethylamino)methyl)pyridin-3-yl)-N-phenethyl-1H-imidazole-1-carboxamide